2,2-DICHLOROHEXANAL ClC(C=O)(CCCC)Cl